NC=1C(NC2=C(C(=NC=C2C1C1=C2C=NNC2=C(C=C1)F)C1CC1)C)=O 3-amino-7-cyclopropyl-4-(7-fluoro-1H-indazol-4-yl)-8-methyl-1H-1,6-naphthyridin-2-one